C(C)[C@H]([C@H](N)C(=O)O)O (2S,3R)-β-ethylserine